Z-3-aminobenzo[b]thiophene NC=1C2=C(SC1)C=CC=C2